(R)-4-(2-acetyl-6-(4-chlorobenzyl)-7,10-dioxo-2,6,9-triazaspiro[4.5]decan-9-yl)-3-fluorobenzonitrile C(C)(=O)N1C[C@@]2(CC1)N(C(CN(C2=O)C2=C(C=C(C#N)C=C2)F)=O)CC2=CC=C(C=C2)Cl